O[C@H]1[C@@H](CCCC1)NC=1C2=C(C(=NN1)C1=C(C=C(C=C1)C(F)(F)F)O)CCCCC2 2-(4-{[(1R,2R)-2-hydroxycyclohexyl]amino}-5,6,8,9-tetrahydrocyclohepta[4,5-d]pyridazin-1-yl)-5-(trifluoromethyl)phenol